OC1(N=NN=N1)C1(N=NN=N1)O dihydroxy-5,5'-bitetrazole